OCC(=O)C1=CC=C(C=C1)OCCCO 2-Hydroxy-1-(4-(3-hydroxypropoxy)phenyl)ethanone